OCCCCCC oxaheptan